OC1=CC=C(O[C@@H](C(=O)O)C)C=C1 R-(+)-2-(4-hydroxyl-phenoxy)propionic acid